4-(1-(2,2-Difluoroethyl)-3-phenyl-1H-pyrazol-4-yl)-7-methoxyquinazoline-6-carboxylic acid ethyl ester C(C)OC(=O)C=1C=C2C(=NC=NC2=CC1OC)C=1C(=NN(C1)CC(F)F)C1=CC=CC=C1